4-((3-chlorobenzyl)amino)-6-(3,5-dimethylisoxazol-4-yl)-N-((1-methyl-1H-imidazol-5-yl)methyl)quinazoline-2-carboxamide ClC=1C=C(CNC2=NC(=NC3=CC=C(C=C23)C=2C(=NOC2C)C)C(=O)NCC2=CN=CN2C)C=CC1